2-(4-(2-(6-((1,4-Dioxan-2-yl)methoxy)-3-ethyl-4-hydroxypyridin-2-yl)ethyl)phenoxy)acetamide O1C(COCC1)COC1=CC(=C(C(=N1)CCC1=CC=C(OCC(=O)N)C=C1)CC)O